4-((2R,3S,4S,5S)-3-(3,4-difluoro-2-methoxyphenyl)-5-isopropyl-4-methyltetrahydrofuran-2-carboxamido)picolinamide FC=1C(=C(C=CC1F)[C@H]1[C@@H](O[C@H]([C@H]1C)C(C)C)C(=O)NC1=CC(=NC=C1)C(=O)N)OC